1-[(3-fluoro-2-methylphenyl)carbonyl]piperidin FC=1C(=C(C=CC1)C(=O)N1CCCCC1)C